2-((1-hydroxy-9,10-dioxo-9,10-dihydroanthracen-2-yl)oxy)-N,N-dimethylacetamide OC1=C(C=CC=2C(C3=CC=CC=C3C(C12)=O)=O)OCC(=O)N(C)C